FC=1C=CC=2NC3=CC=CC=C3C2C1 3-fluoro-9H-carbazol